2-acrylamido-2-methyl-propyl-sulfonic acid C(C=C)(=O)NC(CS(=O)(=O)O)(C)C